CC1=CC=C(OCC2=NOC=N2)C=C1 3-[(4-methylphenoxy)methyl]-1,2,4-oxadiazol